4-[2-[[(3R)-1-[2-[tert-butyl(dimethyl)silyl]oxyethyl]-3-piperidyl]amino]-7-fluoro-oxazolo[4,5-b]pyridin-5-yl]-3-methyl-5-(2-trimethylsilylethoxymethoxy)benzonitrile [Si](C)(C)(C(C)(C)C)OCCN1C[C@@H](CCC1)NC=1OC=2C(=NC(=CC2F)C2=C(C=C(C#N)C=C2OCOCC[Si](C)(C)C)C)N1